N-((1r,3r)-3-(5-(5-ethoxypyridin-2-yl)-4-(pyridin-2-yl)-4H-1,2,4-triazol-3-yl)cyclobutyl)-7-fluoro-1,5-naphthyridine-4-carboxamide C(C)OC=1C=CC(=NC1)C=1N(C(=NN1)C1CC(C1)NC(=O)C1=CC=NC2=CC(=CN=C12)F)C1=NC=CC=C1